BrC1=CC(=CS1)C(=O)N(C)[C@H]1COCC=2NC(C=3C=C(C(=CC3C21)F)F)=O (R)-5-bromo-N-(8,9-difluoro-6-oxo-1,4,5,6-tetrahydro-2H-pyrano[3,4-c]isoquinolin-1-yl)-N-methylthiophene-3-carboxamide